COCOC1=C(C=C(C=C1)C(F)(F)F)C(=O)C1=CC=CC=C1 (2-methoxymethoxy-5-trifluoromethyl-phenyl)(phenyl)-methanone